4-[[7-[4-(dimethylamino)phenyl]-1,6-naphthyridin-5-yl]oxy]-1-butanol CN(C1=CC=C(C=C1)C1=NC(=C2C=CC=NC2=C1)OCCCCO)C